6-(tert-butoxycarbonyl)-5,6,7,8-tetrahydro-4H-thiazolo[4,5-d]azepine C(C)(C)(C)OC(=O)N1CCC2=C(CC1)SC=N2